(4E,6Z,9Z)-eicosa-4,6,9-triene CCC\C=C\C=C/C\C=C/CCCCCCCCCC